C(CCCCC)C([C@@]([C@@]1(C(=C(C(=O)O1)OCCCCCC)O)CCCCCCCCCC)(OCCCCCC)CCCCCC)O.OC=1[C@H](OC(C1O)=O)[C@H](CO)O Vitamin C (tetrahexyldecyl-ascorbate)